N(=C=O)C1CCN(CC1)S(=O)(=O)C 4-isocyanato-1-(methylsulfonyl)piperidine